C(#N)C1=CNC2=C(C=CC(=C12)C)NS(=O)(=O)C1=CC=C(C=C1)S(=O)(=O)N(C1CCNCC1)C N1-(3-cyano-4-methyl-1H-indol-7-yl)-N4-methyl-N4-(piperidin-4-yl)benzene-1,4-disulfonamide